(5-(5-bromo-1-tosyl-1H-pyrrolo[2,3-b]pyridin-3-yl)pyridin-2-yl)methanol BrC=1C=C2C(=NC1)N(C=C2C=2C=CC(=NC2)CO)S(=O)(=O)C2=CC=C(C)C=C2